Natrium (S)-3-(6-Fluoro-3'-methoxybiphenyl-3-yl)-3-(3-(1-methyl-4-oxido-2-oxo-1,2-dihydropyridin-3-yl)ureido)propanoat FC1=CC=C(C=C1C1=CC(=CC=C1)OC)[C@H](CC(=O)[O-])NC(=O)NC=1C(N(C=CC1[O-])C)=O.[Na+].[Na+]